2-methyl-1,4-benzodioxane CC1COC2=C(O1)C=CC=C2